OC1=C(C=CC(=C1)C(F)(F)F)C1=NN=C(C2=C1CN(C2)C(=O)OC(C)(C)C)N[C@H]2CN(CCC2)CC(=O)N2CCC(CC2)O tert-butyl (R)-1-(2-hydroxy-4-(trifluoromethyl)phenyl)-4-((1-(2-(4-hydroxypiperidin-1-yl)-2-oxoethyl)piperidin-3-yl)amino)-5,7-dihydro-6H-pyrrolo[3,4-d]pyridazine-6-carboxylate